C(O)(=O)OC1=CC2=CC=C(C=C2C=C1)C(N)=N 6-amidino-2-naphthol carbonate